C(=O)O.ClC1=CC=C(C2=CC=CC=C12)COC=1N=NNC1C(=O)O 4-((4-chloronaphthalen-1-yl)methoxy)-1H-1,2,3-triazole-5-carboxylic acid formate